COC1=CC=C(C=C1)C1=NOC(=N1)N1CCC(CC1)C(=O)N 1-(3-(4-methoxyphenyl)-1,2,4-oxadiazol-5-yl)piperidine-4-carboxamide